lithium 2,2'-methylenebis(4,6-diisopropylphenyl) phosphate P1(=O)(OC2=C(C=C(C=C2C(C)C)C(C)C)CC2=C(C(=CC(=C2)C(C)C)C(C)C)O1)[O-].[Li+]